2-chloro-4-((2R,5S)-5-(cyanomethyl)-2-(2-hydroxyethyl)-4-(4-methoxybenzyl)piperazin-1-yl)-5,6-dihydropyrido[3,4-d]pyrimidine-7(8H)-carboxylic acid tert-butyl ester C(C)(C)(C)OC(=O)N1CC=2N=C(N=C(C2CC1)N1[C@@H](CN([C@H](C1)CC#N)CC1=CC=C(C=C1)OC)CCO)Cl